tert-butyl (3S,5S)-1-(5-amino-1-(3-cyanopyridin-4-yl)-7-fluoro-1H-indazol-4-yl)-5-((tert-butyldimethylsilyloxy)methyl)pyrrolidin-3-ylcarbamate NC=1C(=C2C=NN(C2=C(C1)F)C1=C(C=NC=C1)C#N)N1C[C@H](C[C@H]1CO[Si](C)(C)C(C)(C)C)NC(OC(C)(C)C)=O